CC(C(CC=CC)C(=O)[O-])C(=O)[O-] Hept-5-ene-2,3-dicarboxylate